ClC=1C=CC2=C(N=C(O2)N2CC3(C2)CC(C3)NC(=O)C=3OC(=CC3)S(=O)(=O)C3CC3)C1 N-[2-(5-chloro-1,3-benzoxazol-2-yl)-2-azaspiro[3.3]heptan-6-yl]-5-cyclopropylsulfonyl-furan-2-carboxamide